N[C@H](C(=O)NC1=NC=CC(=C1)C(NC(CCC(F)(F)F)=O)C1CC1)C(C1CC1)C1CC1 N-((2-((S)-2-amino-3,3-dicyclopropyl-propanamido)pyridin-4-yl)(cyclopropyl)methyl)-4,4,4-trifluorobutanamide